N1=CN=C(C2=C1NC=C2)O[C@@H]2C[C@H](CC2)N2C(N(CC2=O)C2=CC(=CC=C2)C(F)(F)F)=O 3-[trans-3-(7H-pyrrolo[2,3-d]pyrimidin-4-yloxy)cyclopentyl]-1-[3-(trifluoromethyl)phenyl]-2,4-imidazolidinedione